NC=1C=2N(C=CN1)C(=NC2C2=CC(=C(C=C2)[C@](C)(O)C2=CC(=CC=C2)C2CC2)OC)[C@H]2CN1C(CC[C@@H]1CC2)=O (6R,8aS)-6-(8-Amino-1-{4-[(1R)-1-(3-cyclopropylphenyl)-1-hydroxyethyl]-3-methoxyphenyl}-imidazo[1,5-a]pyrazin-3-yl)hexahydroindolizin-3(2H)-on